[Na+].F[P-](F)(F)(F)(F)F.[Na+].F[C@H]1[C@@H](CN(C1)C1=NC=C(C=N1)CO)NC(C1=CC=C(C=C1)C1=NC=CC2=C1C=CO2)=O.F[P-](F)(F)(F)(F)F N-{(3R,4R)-4-fluoro-1-[5-(hydroxymethyl)pyrimidin-2-yl]pyrrolidin-3-yl}-4-(furo[3,2-c]pyridin-4-yl)benzamide sodium hexafluorophosphate sodium salt